4-((S)-1-((R)-1-((1-((S)-1-(3,5-difluorophenyl)ethyl)-1H-imidazol-4-yl)amino)-1-oxopropan-2-yl)-4,4-difluoropiperidin-3-yl)pyridine 1-oxide FC=1C=C(C=C(C1)F)[C@H](C)N1C=NC(=C1)NC([C@@H](C)N1C[C@@H](C(CC1)(F)F)C1=CC=[N+](C=C1)[O-])=O